CC1CCC(N(C1)C(C(=O)NC=1C=C(C=NC1)C(=O)N)=O)C=1C=C2C=NNC2=C(C1)C 5-[[2-[5-methyl-2-(7-methyl-1H-Indazol-5-yl)-1-piperidyl]-2-oxo-acetyl]amino]pyridine-3-carboxamide